CC=1N=C(C2=C(N1)OC=C2C(=O)N2CC1=CC=NC=C1CC2)NC2(CC2)C methyl-N-(1-methylcyclopropyl)-5-(1,2,3,4-tetrahydro-2,6-naphthyridine-2-carbonyl)furo[2,3-d]pyrimidin-4-amine